C1=CC=CC=2C3=CC=CC=C3C(C12)COC(=O)NCCCC[C@H](N)C(=O)O N6-{[(9H-fluoren-9-yl)methoxy]carbonyl}-L-lysine